N1(N=CN=C1)CCOC1=C(NC2=CC=CC=C2)C=CC=C1[N+](=O)[O-] 2-(2-(1H-1,2,4-triazol-1-yl)ethoxy)-3-nitro-N-phenylaniline